3-cyclopropyl-N-[(3-hydroxyoxetan-3-yl)methyl]-7-[[6-(2-methyltetrazol-5-yl)pyridin-3-yl]amino]-7,8-dihydro-6H-cyclopenta[g]isoquinoline-5-sulfonamide C1(CC1)C=1N=CC=2C=C3C(=C(C2C1)S(=O)(=O)NCC1(COC1)O)CC(C3)NC=3C=NC(=CC3)C=3N=NN(N3)C